O=C1N(C=CC(N1)=O)[C@H]1[C@@]([C@@H]([C@H](O1)COC1=C(OP(=O)=N[C@H](C(=O)OC2CCC2)C)C=CC=C1)O)(F)C cyclobutyl (S)-2-{(S)-[(2R,3R,4R,5R)-5-(3,4-dihydro-2,4-dioxo-2H-pyrimidin-1-yl)-3-hydroxy-4-methyl-4-fluoro-tetrahydrofuran-2-ylmethoxy]-phenoxy-phosphorylamino}-propanoate